FC(C1=CC=C(C=C1)C=1NC(C2=C(N1)C(CSC2)([2H])[2H])=O)(F)F 2-(4-(trifluoromethyl)phenyl)-3,5,7,8-tetrahydro-4H-thiopyrano[4,3-d]pyrimidin-4-one-8,8-d2